bis(4-chlorophenyl)carbonate ClC1=CC=C(C=C1)OC(OC1=CC=C(C=C1)Cl)=O